C(C)(C)(C)NC1=CC=C(C=C1)NC1=CC=C(C=C1)CNO N1-(tert-butyl)-N4-(4-((hydroxyamino)methyl)phenyl)benzene-1,4-diamine